2-{[(3S)-3-({2-[(4-chloro-2-fluorophenoxy)methyl]pyrimidin-4-yl}oxy)pyrrolidin-1-yl]methyl}-1-[(oxetan-2-yl)methyl]-1H-1,3-benzodiazole-6-carboxylic acid ClC1=CC(=C(OCC2=NC=CC(=N2)O[C@@H]2CN(CC2)CC2=NC3=C(N2CC2OCC2)C=C(C=C3)C(=O)O)C=C1)F